C1(CC1)CN1C(NC2=NC=C(C=C21)C=2SC=CC2)=O 1-(cyclopropylmethyl)-6-(2-thienyl)-3H-imidazo[4,5-b]pyridin-2-one